2-(6-(3-aminopiperidin-1-yl)pyridin-2-yl)-4-(2-fluoro-6-methoxyphenyl)-2,3-dihydro-1H-pyrrolo[3,4-c]pyridin-1-one NC1CN(CCC1)C1=CC=CC(=N1)N1CC=2C(=NC=CC2C1=O)C1=C(C=CC=C1OC)F